C(C)(C)C1CC=C(CC1)C 4-isopropyl-1-methyl-1-cyclohexene